C(C(=O)O)(=O)N oxalic acid monoamide